6-{[2,6-bis(phenyl)phenyl-(2',4',6'-triisopropylbiphenyl-2-yl)]-phosphino}-2-iodophenol C1(=CC=CC=C1)C1=C(C(=CC=C1)C1=CC=CC=C1)C=1C(=C(C=CC1)C1=C(C=C(C=C1C(C)C)C(C)C)C(C)C)PC1=CC=CC(=C1O)I